2-(4-fluorobenzyl)azepane FC1=CC=C(CC2NCCCCC2)C=C1